N-oleyl-histidine C(CCCCCCC\C=C/CCCCCCCC)N[C@@H](CC1=CNC=N1)C(=O)O